ethyl (1s,2s,5r)-4-oxo-3,8-diazabicyclo[3.2.1]octane-2-carboxylate fumarate C(\C=C\C(=O)O)(=O)O.O=C1N[C@@H]([C@@H]2CC[C@H]1N2)C(=O)OCC